4-((S)-3-phenylisoxazolidin-2-yl)-N-((S)-pyrrolidin-3-yl)-5-(trifluoromethyl)pyrimidin-2-amine C1(=CC=CC=C1)[C@H]1N(OCC1)C1=NC(=NC=C1C(F)(F)F)N[C@@H]1CNCC1